1-(bromomethyl)cyclopropan-1-amine hydrobromide Br.BrCC1(CC1)N